methyl 1-(5-(4,4,5,5-tetramethyl-1,3,2-dioxaborolan-2-yl)-2,3-dihydro-1H-inden-1-yl)azetidine-3-carboxylate CC1(OB(OC1(C)C)C=1C=C2CCC(C2=CC1)N1CC(C1)C(=O)OC)C